C(C)(C)(C)[C@]1(N(CCC(C1)C1=CC=C2C(=NN(C2=C1)C)I)C(=O)OCCCC1=NC(=C(C=C1)OCC1=CC=CC=C1)C1OCCO1)C 3-(5-(benzyloxy)-6-(1,3-dioxolan-2-yl)pyridin-2-yl)propan-1-ol tert-butyl-(2S)-4-(3-iodo-1-methyl-indazol-6-yl)-2-methyl-piperidine-1-carboxylate